C(C)(C)(C)C1=C(OC2(OCC3(CO2)COC(OC3)(P(=O)=O)OC3=C(C=C(C=C3C(C)(C)C)C)C(C)(C)C)P(=O)=O)C(=CC(=C1)C)C(C)(C)C 3,9-bis(2,6-di-t-butyl-4-methylphenoxy)-2,4,8,10-tetraoxa-3,9-diphospho-spiro[5.5]undecane